(2-(4-Fluorobenzyl)-2,6-dihydropyrrolo[3,4-c]pyrazol-5(4H)-yl)-N,N-dimethylpyrazine-2-carboxamide FC1=CC=C(CN2N=C3C(=C2)CN(C3)C=3C(=NC=CN3)C(=O)N(C)C)C=C1